N1N=C(C2=CC=CC=C12)C1CCN(CC1)C=1C=CC2=C(N=C(O2)N2CCOCC2)C1 5-(4-(1H-indazol-3-yl)piperidin-1-yl)-2-morpholinobenzo[d]oxazole